C1=CC(=CN=C1)C(=O)NO N-hydroxynicotinamide